C1(=C(C=CC=C1)C1PCCCC1)C o-tolylphosphinane